1-(4-(4-amino-1-(piperidin-3-yl)-1H-pyrazolo[3,4-d]pyrimidin-3-yl)-2-fluorophenyl)-3-(4-((4-methylpiperazin-1-yl)methyl)-3-(trifluoromethyl)phenyl)urea NC1=C2C(=NC=N1)N(N=C2C2=CC(=C(C=C2)NC(=O)NC2=CC(=C(C=C2)CN2CCN(CC2)C)C(F)(F)F)F)C2CNCCC2